COC(=O)C=1SC(=CC1OC)C1=NC=C(C=C1[N+](=O)[O-])Br 5-(5-bromo-3-nitropyridin-2-yl)-3-methoxythiophene-2-carboxylic acid methyl ester